bis(tripropoxysilylpropyl) tetrasulfide C(CC)O[Si](OCCC)(OCCC)CCCSSSSCCC[Si](OCCC)(OCCC)OCCC